(2R,6R)-N-[2-(1-Benzylpiperidin-4-yl)ethyl]-2,6-dimethyl-4-[5-(trifluoromethyl)pyrazin-2-yl]-piperazin-1-carboxamid C(C1=CC=CC=C1)N1CCC(CC1)CCNC(=O)N1[C@@H](CN(C[C@H]1C)C1=NC=C(N=C1)C(F)(F)F)C